6-fluorobenzo[d]isoxazole FC1=CC2=C(C=NO2)C=C1